COCCOC1=CC(=CC=2N(C=NC21)CC2OCC2)C(=O)O 4-(2-methoxyethoxy)-1-(oxetan-2-ylmethyl)-1H-benzo[d]imidazole-6-carboxylic acid